(1-(2,3-dimethylphenyl)cyclopropyl)-2-methylbenzamide CC1=C(C=CC=C1C)C1(CC1)C=1C(=C(C(=O)N)C=CC1)C